C[C@@H]1N(CCC1)CC1=NC2=C(N1)C=CC(=C2)NC(=O)C2=CC=C(C=C2)N2CCN(CC2)C(=O)OC(C)(C)C tert-butyl (S)-4-(4-((2-((2-methylpyrrolidin-1-yl)methyl)-1H-benzo[d]imidazol-5-yl)carbamoyl)phenyl)piperazine-1-carboxylate